phenethyl-phenyl-propyl-phenol C(CC1=CC=CC=C1)C1=C(C(=C(C=C1)O)CCC)C1=CC=CC=C1